NC=1C(NC2=CC(=C(N=C2C1C1=C2C=NNC2=C(C=C1)F)CCCN(C)C)C)=O 3-Amino-6-[3-(dimethylamino)propyl]-4-(7-fluoro-1H-indazol-4-yl)-7-methyl-1H-1,5-naphthyridin-2-one